Cl.NC1=C(CNC23CC4(CC(CC(C2)C4)C3)O)C=C(C=C1Br)Br 3-((2-amino-3,5-dibromobenzyl)amino)adamantane-1-ol hydrochloride